4-(7-fluoro-1-(pyridazin-4-ylmethyl)-benzimidazol-2-yl)-1,2,5-oxadiazol-3-amine FC1=CC=CC2=C1N(C(=N2)C=2C(=NON2)N)CC2=CN=NC=C2